C(C1=CC=CC=C1)N1N=C(N=C1)C(=O)N[C@@H]1C(N(C=2N(CC1)N=C(C2)CNCCOC)C)=O (S)-1-Benzyl-N-(2-(((2-methoxyethyl)amino)methyl)-4-methyl-5-oxo-5,6,7,8-tetrahydro-4H-pyrazolo[1,5-a][1,3]diazepin-6-yl)-1H-1,2,4-triazol-3-carboxamid